5-[4-(cyclopentylamino)-3-(trifluoromethyl)phenyl]-3,6-dihydro-2H-1,3,4-oxadiazin-2-one C1(CCCC1)NC1=C(C=C(C=C1)C1=NNC(OC1)=O)C(F)(F)F